octyl-3,5-di-tert-butyl-4-hydroxy-benzene propionate C(CC)(=O)O.C(CCCCCCC)C1=CC(=C(C(=C1)C(C)(C)C)O)C(C)(C)C